(5-chloro-2,4-dimethoxyphenyl)-3-hydroxyl-2-naphthamide ClC=1C(=CC(=C(C1)C1=C(C(=CC2=CC=CC=C12)O)C(=O)N)OC)OC